1-(4-(5-(chlorodifluoromethyl)-1,2,4-oxadiazol-3-yl)phenyl)-2-(((1-methyl-1H-pyrazol-4-yl)methyl)thio)ethan-1-one ClC(C1=NC(=NO1)C1=CC=C(C=C1)C(CSCC=1C=NN(C1)C)=O)(F)F